BrC1=C(C2=C(N(C(=N2)C)C)C=C1C1CC1)N(CC1=C(C=C(C=C1)OC)OC)CC1=C(C=C(C=C1)OC)OC 5-bromo-6-cyclopropyl-N,N-bis(2,4-dimethoxybenzyl)-1,2-dimethyl-1H-benzo[d]imidazol-4-amine